C(CC[C@@H](C)[C@H]1CC[C@H]2[C@@H]3CC[C@@H]4CCCC[C@]4(C)[C@H]3CC[C@]12C)(=O)O 5beta-cholanic acid